(R)-2-Fluoro-N-(2-isopropyl-4-oxo-4H-quinazolin-3-yl)-2-phenyl-propionamide F[C@](C(=O)NN1C(=NC2=CC=CC=C2C1=O)C(C)C)(C)C1=CC=CC=C1